C(C)(=O)N1CC(C2=CC=CC=C12)(C)CCN(C(C)=O)C N-(2-(1-acetyl-3-methylindolin-3-yl)ethyl)-N-methylacetamide